ClC1=NC=C(C(=N1)NCC1=CC(=C(C(=C1)OC)C=1N(C=C(N1)C(F)(F)F)C(C)C)F)[N+](=O)[O-] 2-chloro-N-({3-fluoro-4-[1-isopropyl-4-(trifluoromethyl)imidazol-2-yl]-5-methoxyphenyl}methyl)-5-nitropyrimidin-4-amine